FC1=CC=C(CN2C=3C(C=4C=CC=CC24)=CC=2N(C3)C(=CN2)CC=2OC(=CC2)C)C=C1 6-(4-fluorobenzyl)-3-((5-methylfuran-2-yl)methyl)-6H-imidazo[1',2':1,6]pyrido[3,4-b]indole